(S)-5-(2-amino-[1,2,4]triazolo[1,5-a]pyridin-7-yl)-N-(3-(4-chlorophenyl)-3-hydroxypropyl)-2-methylbenzamide NC1=NN2C(C=C(C=C2)C=2C=CC(=C(C(=O)NCC[C@H](O)C3=CC=C(C=C3)Cl)C2)C)=N1